P(OC1=C(C=CC=C1)CC=C)(OC1=C(C=CC=C1)CC=C)OCC Bis(2-allylphenyl) ethyl phosphite